6-(3-amino-5-fluoro-6-(4-((3R,5S)-3,4,5-trimethylpiperazin-1-yl)phenyl)pyrazin-2-yl)-7-fluoro-3,4-dihydroisoquinolin-1(2H)-one NC=1C(=NC(=C(N1)F)C1=CC=C(C=C1)N1C[C@H](N([C@H](C1)C)C)C)C=1C=C2CCNC(C2=CC1F)=O